OC1CCC(CC1)N1N=CC(=C1C)C=1C=C(C=2N(C1)N=CC2C#N)O[C@H](C)C=2C=NC=CC2 6-(1-((1r,4R)-4-hydroxycyclohexyl)-5-methyl-1H-pyrazol-4-yl)-4-((R)-1-(pyridin-3-yl)ethoxy)pyrazolo[1,5-a]pyridine-3-carbonitrile